S1C=NC=2C=NC=CC21 thiazolo[4,5-c]pyridine